NC1=NC(=NC=2N1N=C(N2)C=2OC=CC2)NCCC2=CC=C(C=C2)NC(CC2=CC=NC=C2)=O N-(4-(2-((7-amino-2-(furan-2-yl)-[1,2,4]triazolo[1,5-a][1,3,5]triazin-5-yl)amino)ethyl)-phenyl)-2-(pyridin-4-yl)acetamide